FC(CCN1CC2=C(CC1)NN=C2C=O)(F)F (5-(3,3,3-trifluoropropyl)-4,5,6,7-tetrahydro-1H-pyrazolo[4,3-c]pyridin-3-yl)methanone